diisopropyl-hexanedial C(C)(C)C(C=O)(CCCC=O)C(C)C